4-Amino-N-(1-((2-chlorophenyl)(hydroxy)methyl)-6-methylisoquinolin-5-yl)quinazoline-8-carboxamide NC1=NC=NC2=C(C=CC=C12)C(=O)NC1=C2C=CN=C(C2=CC=C1C)C(O)C1=C(C=CC=C1)Cl